4-((1-(4-(2-(2-aminopyridin-3-yl)-5-((methyl-d3)amino)-3H-imidazo[4,5-b]pyridin-3-yl)benzyl)piperidin-4-yl)amino)pyrimidine-2-carbonitrile NC1=NC=CC=C1C1=NC=2C(=NC(=CC2)NC([2H])([2H])[2H])N1C1=CC=C(CN2CCC(CC2)NC2=NC(=NC=C2)C#N)C=C1